FC(OC=1C=C(CNC(=O)[C@H]2[C@@H]3CC[C@H](C2)C3)C=CC1)(F)F |o1:10,11,14| (1R,2R,4S)-rel-N-(3-(trifluoromethoxy)benzyl)bicyclo[2.2.1]heptane-2-carboxamide